C(C)(C)(C)C1=CC=C(C=C1)C(C(Cl)Cl)=O p-tertiary butyl-dichloroacetophenone